(R)-3-((3-fluorobenzyl)amino)-7,8,8a,9-tetrahydropyrrolo[1',2':3,4]imidazo[1,2-c]pyrimidin-1(6H)-one FC=1C=C(CNC=2C=C3N(C(N2)=O)C[C@@H]2N3CCC2)C=CC1